(2R,3R,4S,5R)-2-(4-aminopyrrolo[2,1-f][1,2,4]triazin-7-yl)-5-fluoro-3,4-dihydroxy-5-(iodomethyl)tetrahydrofuran-2-carbonitrile NC1=NC=NN2C1=CC=C2[C@@]2(O[C@@]([C@H]([C@H]2O)O)(CI)F)C#N